BrC1=CC2=C(C(=N1)NC=1C=CC(=C(C(=O)NC(C)C)C1)C)N(C=N2)C(C)C 5-((6-bromo-3-isopropyl-3H-imidazo[4,5-c]pyridin-4-yl)amino)-N-isopropyl-2-methylbenzamide